2,2'-diamino-2'-deoxyadenosine NC=1N=C(C=2N=CN([C@H]3[C@@H]([C@H](O)[C@@H](CO)O3)N)C2N1)N